di-butyltin dilaurate C(CCCCCCCCCCC)(=O)[O-].C(CCCCCCCCCCC)(=O)[O-].C(CCC)[Sn+2]CCCC